8-acetyl-3-ethyl-2-(isoindolin-2-yl)-6-methylquinazolin-4(3H)-one C(C)(=O)C=1C=C(C=C2C(N(C(=NC12)N1CC2=CC=CC=C2C1)CC)=O)C